(1,5-dimethyl-1H-pyrazol-3-yl)methanol CN1N=C(C=C1C)CO